1,4,4-trifluorocyclobut-1-ene FC1=CCC1(F)F